N-[(1r,4r)-4-methoxy-4-(trifluoromethyl)cyclohexyl]-8-azabicyclo[3.2.1]Octane-3-carboxamide COC1(CCC(CC1)NC(=O)C1CC2CCC(C1)N2)C(F)(F)F